tert-butyl 4-[5-[2-[4-[2-(tert-butoxycarbonylamino)ethyl]phenyl]ethynyl]-3-chloro-2-pyridyl]piperazine-1-carboxylate C(C)(C)(C)OC(=O)NCCC1=CC=C(C=C1)C#CC=1C=C(C(=NC1)N1CCN(CC1)C(=O)OC(C)(C)C)Cl